1-Benzyl-3-(7-((pyridin-3-ylmethyl)amino)quinazolin-2-yl)urea C(C1=CC=CC=C1)NC(=O)NC1=NC2=CC(=CC=C2C=N1)NCC=1C=NC=CC1